C(C)OC1N(C2=CC=CC=C2C=C1)C(=O)OCC 2-ethoxy-1-(ethoxycarbonyl)-1,2-dihydroquinoline